1-pentyl-2-thioxo-2,3-dihydro-1H-pyrrolo[3,2-d]pyrimidin-4(5H)-one C(CCCC)N1C(NC(C2=C1C=CN2)=O)=S